(difluoromethyl)methanesulfonamide FC(F)CS(=O)(=O)N